C(=O)(O)CN1N=CC(=C1)NCCC(=O)O 3-((1-(carboxymethyl)-1H-pyrazol-4-yl)amino)propanoic acid